OCCN(C=1N=C(C2=C(N1)C(=NC(=N2)N(CCOC)CCOC)N2CCC(CC2)OC)N2CC(N(CC2)C)=O)CCO 4-(2-(bis(2-hydroxyethyl)amino)-6-(bis(2-methoxyethyl)amino)-8-(4-methoxypiperidin-1-yl)pyrimido[5,4-d]pyrimidin-4-yl)-1-methylpiperazin-2-one